FC(C(=O)O)(F)F.NCC(CC=1N(C(NN1)=O)CC=1SC=C(C1)C=1C=NC(=CC1)N(C)C)=C(F)F [2-(aminomethyl)-3,3-difluoro-allyl]-4-[[4-[6-(dimethylamino)-3-pyridinyl]-2-thienyl]methyl]-1,2,4-triazol-3-one trifluoroacetate salt